O(C#N)C1=CC=C(C=C1)C(C)(C)C1=CC=C(C=C1)OC#N 2,2-Bis(4-cyanatophenyl)propan